4'-hydroxy-3,4,2',6'-tetramethoxychalcone OC1=CC(=C(C(/C=C/C2=CC(=C(C=C2)OC)OC)=O)C(=C1)OC)OC